1-(4-(piperazine-1-carbonyl)phenyl)dihydropyrimidine-2,4(1H,3H)-dione N1(CCNCC1)C(=O)C1=CC=C(C=C1)N1C(NC(CC1)=O)=O